di-tert-butyl (4-(8-(5-cyclopropyl-2-ethoxy-4-(5-fluoropyridin-2-yl)benzyl)-2-oxo-1-oxa-3,8-diazaspiro[4.5]decan-3-yl)phenyl)phosphonate C1(CC1)C=1C(=CC(=C(CN2CCC3(CN(C(O3)=O)C3=CC=C(C=C3)P(OC(C)(C)C)(OC(C)(C)C)=O)CC2)C1)OCC)C1=NC=C(C=C1)F